C(C)(C)(C1=CC=CC=C1)OOC(=COOC(C)(C)C)C tert-butylperoxy-isopropenyl cumyl peroxide